(R)-6-(3-(2,4-difluorophenyl)isoxazolidin-2-yl)-N-(5-ethyl-2-methoxy-4-(4-(4-methylpiperazin-1-yl)piperidin-1-yl)phenyl)pyrimidin-4-amine FC1=C(C=CC(=C1)F)[C@@H]1N(OCC1)C1=CC(=NC=N1)NC1=C(C=C(C(=C1)CC)N1CCC(CC1)N1CCN(CC1)C)OC